C(#N)C1=C(C=CC(=C1)F)N1CC2(C1)CC(C2)OC=2C=CC(=NC2C(=O)NCC2=NC(=CC=C2)CO)C=2C(=NC=CC2)OCC 5-{[2-(2-cyano-4-fluorophenyl)-2-azaspiro[3.3]heptan-6-yl]oxy}-2'-ethoxy-N-{[6-(hydroxymethyl)pyridin-2-yl]methyl}-[2,3'-bipyridine]-6-carboxamide